N1=CC(=CC=C1)C=1N=NN(C1)[C@@H]1CN(C[C@H]1OCC1=NC=C(C=C1)C(F)(F)F)C(=O)OC(C)(C)C tert-butyl trans-3-(4-(pyridin-3-yl)-1H-1,2,3-triazol-1-yl)-4-((5-(trifluoromethyl)pyridin-2-yl)methoxy)pyrrolidine-1-carboxylate